BENZYLAMMONIUM C(C1=CC=CC=C1)[NH3+]